7-chloro-4-hydroxyquinoline ClC1=CC=C2C(=CC=NC2=C1)O